C1C=CC=CC1C=CC(=O)C2=CC=CC=C2O 2'-hydroxydihydrochalcone